ClC=1C=CC=2N(C1)C(=CN2)C2=NC=CC(=N2)N2C[C@H](CCC2)N (3S)-1-(2-{6-chloroimidazo[1,2-a]pyridin-3-yl}pyrimidin-4-yl)piperidin-3-amine